CN(C)CC1=NC=CC=C1O (dimethylaminomethyl)-3-hydroxypyridine